diisobutyl 1,2-ethanedisulfonate C(CS(=O)(=O)OCC(C)C)S(=O)(=O)OCC(C)C